BrC1=CN=C(N1C)C(=O)NC1=CC(=C(C=C1)C(=O)N1CCNCC1)F 5-bromo-N-[3-fluoro-4-(piperazine-1-carbonyl)phenyl]-1-methyl-imidazole-2-carboxamide